1-(4-{2-[1-(2-Methoxy-ethyl)-3-methyl-1H-pyrazol-4-ylamino]-thiazol-4-yl}-phenyl)-pyrrolidin-2-one COCCN1N=C(C(=C1)NC=1SC=C(N1)C1=CC=C(C=C1)N1C(CCC1)=O)C